C(CCC)NC(=O)N1[C@@H](CCC1=O)C(=O)NCC1=C(C=C(C=C1)Cl)Cl (S)-N1-butyl-N2-(2,4-dichlorobenzyl)-5-oxopyrrolidine-1,2-dicarboxamide